Diphenyl-pyrrolo-pyrrole-dione C1(=CC=CC=C1)C1=C(N=C2C1=NC(C2=O)=O)C2=CC=CC=C2